2-(4-(2-amino-1-methyl-1H-benzo[d]imidazol-4-yl)-1-methyl-1H-pyrazol-5-yl)benzonitrile hydrochloride Cl.NC1=NC2=C(N1C)C=CC=C2C=2C=NN(C2C2=C(C#N)C=CC=C2)C